{3-[(6-Chloro-3-trifluoromethyl-pyridin-2-ylmethyl)-amino]-1-methyl-1H-pyrazol-4-ylmethyl}-[1-(2-fluoro-6-methyl-phenyl)-piperidin-4-yl]-carbamic acid tert-butyl ester C(C)(C)(C)OC(N(C1CCN(CC1)C1=C(C=CC=C1C)F)CC=1C(=NN(C1)C)NCC1=NC(=CC=C1C(F)(F)F)Cl)=O